tert-butyl 1-(2-hydroxyethyl)-3-trityl-3,8-diazabicyclo[3.2.1]octane-8-carboxylate OCCC12CN(CC(CC1)N2C(=O)OC(C)(C)C)C(C2=CC=CC=C2)(C2=CC=CC=C2)C2=CC=CC=C2